C1(=CC=CC=C1)C1=C(C(=C2C=CC=CC2=C1)C=1C(=C(C=C2C=CC=CC12)C1=CC=CC=C1)O)O (R)-3,3'-diphenyl-[1,1'-binaphthyl]-2,2'-diol